1-(4-(cyclopropylsulfonyl)morpholin-2-yl)-N-methyl-methanamine C1(CC1)S(=O)(=O)N1CC(OCC1)CNC